N-glutaryl-alanine C(CCCC(=O)O)(=O)N[C@@H](C)C(=O)O